S1CC=C2C1=C1C(=[SiH]2)SC=C1 Dithienosilol